C(C)C1(OP(OCC2=C1C=CC=C2)N)CC diethyl-1,5-dihydrobenzo[e][1,3,2]-dioxaphosphepin-3-amine